N,N-dimethyl-N-benzyl-ammonium chloride [Cl-].C[NH+](CC1=CC=CC=C1)C